(2s,4r)-2-((1H-1,2,3-triazol-1-yl)methyl)-4-(5-(3-chlorophenyl)-oxazole-2-carboxamido)pyrrolidine-1-carboxylic acid tert-butyl ester C(C)(C)(C)OC(=O)N1[C@@H](C[C@H](C1)NC(=O)C=1OC(=CN1)C1=CC(=CC=C1)Cl)CN1N=NC=C1